NC1=CC=C(C(=C1)C1=CC=C(C=C1)Cl)C(=O)NC1=NC(=CC(=N1)N1CCC(CC1)(F)F)C 5-amino-4'-chloro-N-(4-(4,4-difluoropiperidin-1-yl)-6-methylpyrimidin-2-yl)-[1,1'-biphenyl]-2-carboxamide